tert-butyl (R)-4-(6-chloropyridin-2-yl)-3-methylpiperazine-1-carboxylate ClC1=CC=CC(=N1)N1[C@@H](CN(CC1)C(=O)OC(C)(C)C)C